ClC1=C(C=C(C2=CN(N=C12)C(C(=O)NC=1SC=CN1)C1=C2N(C=N1)C[C@@H](C2)F)C)C2=CC=C(C=C2)[C@H]2[C@@H](CN(CC2)CC)F 2-[7-chloro-4-methyl-6-[4-[(3s,4s)-1-ethyl-3-fluoro-4-piperidinyl]phenyl]indazol-2-yl]-2-[(6R)-6-fluoro-6,7-dihydro-5H-pyrrolo[1,2-c]imidazol-1-yl]-N-thiazol-2-yl-acetamide